COC1=C(C(=O)P(C(CC)C)(C(C2=C(C=CC=C2OC)OC)=O)=O)C(=CC=C1)OC bis(2,6-dimethoxybenzoyl)-(1-methyl-Propane-1-yl)phosphine oxide